BrC1=C(N=CS1)C#N 5-bromo-1,3-thiazole-4-carbonitrile